NC1=CC(=C(C=C1OC)N1CCC(CC1)CN1CCN(CC1)C1=CC(=C(C=C1)C1C(NC(CC1)=O)=O)F)C=1C=NN(C1)C 3-(4-(4-((1-(4-amino-5-methoxy-2-(1-methyl-1H-pyrazol-4-yl)phenyl)piperidin-4-yl)methyl)piperazin-1-yl)-2-fluorophenyl)piperidine-2,6-dione